ethyl 2-(2-chlorobenzyl)-3-(phenylsulphonyl)-propanoate ClC1=C(CC(C(=O)OCC)CS(=O)(=O)C2=CC=CC=C2)C=CC=C1